C(C)(C)(C)OC(=O)NCC([C@H](C(=O)OCC)C)=O |r| rac-Ethyl 4-[(tert-butoxycarbonyl)amino]-2-methyl-3-oxobutanoate